C(C)OC1=C(C=C(C=C1)S(=O)(=O)N1C[C@H](N[C@H](C1)C)C)C=1NC(C2=C(N1)C(=NN2C)CCC)=O 5-[2-ethoxy-5-(cis-3,5-dimethylpiperazine-1-sulfonyl)phenyl]-1-methyl-3-n-propyl-7,6-dihydro-1H-pyrazolo[4,3-d]pyrimidin-7-one